4-amino-2-(2-morpholinoethoxy)benzonitrile NC1=CC(=C(C#N)C=C1)OCCN1CCOCC1